FC(C(=O)[O-])(F)F.ClC=1C=C(C=CC1Cl)C=1N(C(=C(C(C1C(=O)O)=O)C1=CC=[NH+]C=C1)C)CC 2-(3,4-dichlorophenyl)-1-ethyl-6-methyl-4-oxo-5-pyridin-1-ium-4-yl-pyridine-3-carboxylic acid 2,2,2-trifluoroacetate